P(=O)([O-])([O-])[O-].[K+].[K+].[K+].COC1=CC=C(CN2C(N(CCC2=O)C2=NC=C3N2C=CC=C3N3CCN(CC3)C(=O)OC(C)(C)C)=O)C=C1 tert-Butyl 4-(3-(3-(4-methoxybenzyl)-2,4-dioxotetrahydropyrimidin-1(2H)-yl)imidazo[1,5-a]pyridin-8-yl)piperazine-1-carboxylate Tripotassium phosphate